(R)-6-(2-(3'-(benzyloxy)-[1,1'-biphenyl]-3-yl)-2-hydroxyacetyl)-2-(1-phenylcyclopropyl)-5,6,7,8-tetrahydropyrido[4,3-d]pyrimidin-4(3H)-one C(C1=CC=CC=C1)OC=1C=C(C=CC1)C1=CC(=CC=C1)[C@H](C(=O)N1CC2=C(N=C(NC2=O)C2(CC2)C2=CC=CC=C2)CC1)O